ClC1=NC(=CC=C1NC(CN1C=2N(C(C(=C1CC)N1CCN(CC1)C(C1=NC=CC=C1O)=O)=O)N=C(N2)N2CCCC2)=O)C(F)(F)F N-(2-chloro-6-(trifluoromethyl)pyridin-3-yl)-2-(5-ethyl-6-(4-(3-hydroxypicolinoyl)piperazin-1-yl)-7-oxo-2-(pyrrolidin-1-yl)-[1,2,4]triazolo[1,5-a]pyrimidin-4(7H)-yl)acetamide